N-(5-(4-((1R,5S)-3,8-diazabicyclo[3.2.1]octan-3-yl)-2-(((S)-1-methylpyrrolidin-2-yl)methoxy)quinazolin-7-yl)pyridin-3-yl)acetamide [C@H]12CN(C[C@H](CC1)N2)C2=NC(=NC1=CC(=CC=C21)C=2C=C(C=NC2)NC(C)=O)OC[C@H]2N(CCC2)C